7-{3-[(2-ethoxyethyl)carbamoyl]azetidin-1-yl}-5-methyl-4-oxo-1-(4-phenyl-1,3-thiazol-2-yl)-1,4-dihydro-1,8-naphthyridine-3-carboxylic acid C(C)OCCNC(=O)C1CN(C1)C1=CC(=C2C(C(=CN(C2=N1)C=1SC=C(N1)C1=CC=CC=C1)C(=O)O)=O)C